1-(1-methoxynaphthalen-2-yl)ethan-1-one COC1=C(C=CC2=CC=CC=C12)C(C)=O